COC(N(C)CCO)=O (2-hydroxyethyl)(methyl)carbamic acid methyl ester